Methyl 10-(1-(3-chlorophenyl)-1H-1,2,3-triazol-4-yl)-6-hydroxy-[1,2,4]triazolo[5,1-a]isoquinoline-5-carboxylate ClC=1C=C(C=CC1)N1N=NC(=C1)C=1C=CC=C2C(=C(N3C(C12)=NC=N3)C(=O)OC)O